(E)-4-((2-nicotinoylhydrazono)methyl)-N-(4-methoxyphenyl)benzamide C(C1=CN=CC=C1)(=O)N\N=C\C1=CC=C(C(=O)NC2=CC=C(C=C2)OC)C=C1